CO[Si](CCCS)(OC)OC 3-(trimethoxysilyl)-1-propanethiol